6-((2-(2,5-dimethyl-1H-pyrrol-1-yl)thiazol-4-yl)methyl)-4-methyl-2-(methylthio)-4,6-dihydro-5H-thiazolo[5',4':4,5]pyrrolo[2,3-d]pyridazin-5-one CC=1N(C(=CC1)C)C=1SC=C(N1)CN1N=CC2=C(C1=O)N(C1=C2SC(=N1)SC)C